((2,4-dinitrophenyl)sulphonamido)-1-(tetrahydro-2H-pyran-2-yl)-1H-pyrazole-3-carboxamide [N+](=O)([O-])C1=C(C=CC(=C1)[N+](=O)[O-])S(=O)(=O)NC=1C(=NN(C1)C1OCCCC1)C(=O)N